CN(C(=O)O[C@H](C)C1=CC2=C(OC(O2)(F)F)C=C1)C1COC2=C1C(=CC(=C2)Br)OC (R)-1-(2,2-difluorobenzo[d][1,3]dioxol-5-yl)ethan-1-ol methyl-N-(6-bromo-4-methoxy-2,3-dihydrobenzofuran-3-yl)carbamate